C1=CC=C(C=C1)N2C=CN=C2 Phenylimidazole